(S)-2-(2-(4-(2-acetylaminophenyl)-1H-1,2,3-triazol-1-yl)acetylamino)-N-(4-methoxyphenyl)-N-methyl-3-phenylpropionamide C(C)(=O)NC1=C(C=CC=C1)C=1N=NN(C1)CC(=O)N[C@H](C(=O)N(C)C1=CC=C(C=C1)OC)CC1=CC=CC=C1